C(C)(C)(C)C=1C(=C(C=C(C1)SC(C)(C)SC1=CC(=C(C(=C1)C(C)(C)C)O)C(C)(C)C)C(CCOC(CCC(=O)O)=O)(C)C)O 4-(3-(3-(tert-butyl)-5-((2-((3,5-di-tert-butyl-4-hydroxyphenyl)thio)propan-2-yl)thio)-2-hydroxyphenyl)-3-methylbutoxy)-4-oxobutanoic acid